BrC=1C=C2C(=NC1)N(C=N2)C2=CC=C(C=C2)NC(=O)NC2=NOC(=C2)C(C)(C)C 1-[4-(6-bromo-imidazo[4,5-b]pyridin-3-yl)-phenyl]-3-(5-tert-butyl-isoxazol-3-yl)-urea